4-[6-(4-aminopiperidin-1-yl)-3-(1-methyl-1H-1,2,3-benzotriazol-5-yl)pyrazin-2-yl]-2-fluorobenzonitrile NC1CCN(CC1)C1=CN=C(C(=N1)C1=CC(=C(C#N)C=C1)F)C1=CC2=C(N(N=N2)C)C=C1